[C@H]12OC[C@H](N(C1)CCOCCN1C3=CC=C(C=C3OC=3C=C(C=CC13)C=1C=C3C=NNC3=CC1)C=1C=C3C=NNC3=CC1)C2 10-(2-(2-((1R,4R)-2-oxa-5-azabicyclo[2.2.1]heptan-5-yl)ethoxy)ethyl)-3,7-di(1H-indazol-5-yl)-10H-phenoxazine